1-(2,6-dichloro-4-cyanophenyl)-2-methyl-4-oxo-1,4-dihydro-1,7-naphthyridine ClC1=C(C(=CC(=C1)C#N)Cl)N1C(=CC(C2=CC=NC=C12)=O)C